CC=1N=C(SC1C)Br 4,5-dimethylthiazol-2-yl bromide